BrC1=C2C(N(CC2=CC=C1NC(C)=O)C1C(NC(CC1)=O)=O)=O N-(4-bromo-2-(2,6-dioxopiperidin-3-yl)-3-oxoisoindolin-5-yl)acetamide